(1R,2R)-2-fluoro-N-(4'-((6-(1-hydroxypropyl)-4-methylpyridin-3-yl)amino)-[4,5'-bipyrimidin]-6-yl)cyclopropane-1-carboxamide F[C@H]1[C@H](C1)C(=O)NC1=CC(=NC=N1)C=1C(=NC=NC1)NC=1C=NC(=CC1C)C(CC)O